7-(2-(((tert-butyldimethylsilyl)oxy)ethyl)-1,5,6,7,8,9-hexahydroimidazo[4',5':4,5]benzo[1,2-d]azepin-2-yl)-7-(isopropylamino)thieno[3,2-b]pyridin-5(4H)-one [Si](C)(C)(C(C)(C)C)OCCC1(NC=2C(=CC3=C(CCNCC3)C2)N1)C1(C2=C(NC(C1)=O)C=CS2)NC(C)C